2-((S)-1-acryloyl-4-(7-(8-chloro-7-fluoronaphthalen-1-yl)-2-(((S)-1-methylpyrrolidin-2-yl)methoxy)pyridino[3,2-d]pyrimidin-4-yl)piperazin-2-yl)acetonitrile C(C=C)(=O)N1[C@H](CN(CC1)C=1C2=C(N=C(N1)OC[C@H]1N(CCC1)C)C=C(C=N2)C2=CC=CC1=CC=C(C(=C21)Cl)F)CC#N